O=C1N(CC2=CC(=CC=C12)CN1CCN(CC1)C1=CC=C(C=C1)C=1C=NC=2N(C1)N=CC2C2=CC=NC1=CC=CC=C21)C2C(NC(CC2)=O)=O 3-(1-oxo-5-((4-(4-(3-(quinolin-4-yl)pyrazolo[1,5-a]pyrimidin-6-yl)phenyl)piperazin-1-yl)methyl)isoindoline-2-yl)piperidine-2,6-dione